4-[[2-(5-Chloro-2-hydroxyphenyl)acetyl]amino]-N-(3-phenoxypropyl)pyridin ClC=1C=CC(=C(C1)CC(=O)NC1=CCN(C=C1)CCCOC1=CC=CC=C1)O